OCCC1CCN(CC1)CCS(=O)(=O)O 2-[4-(2-hydroxyethyl)-1-hexahydropyridinyl]ethanesulfonic acid